1-(4-(2-(1-(o-Tolyl)-3,4-dihydroisoquinolin-2(1H)-yl)acetyl)piperazin-1-yl)prop-2-en-1-one C1(=C(C=CC=C1)C1N(CCC2=CC=CC=C12)CC(=O)N1CCN(CC1)C(C=C)=O)C